N1C=CC=2C1=CN=CC2C=2C=C1CCN(CC1=CC2)C(=O)OC(C)(C)C tert-butyl 6-{1H-pyrrolo[2,3-c]pyridin-4-yl}-1,2,3,4-tetrahydroisoquinoline-2-carboxylate